tert-butyl ((3S,4S)-1-(5-(3-cyano-6-methoxypyrazolo[1,5-a]pyridin-4-yl)pyridin-2-yl)-3-hydroxypiperidin-4-yl)carbamate C(#N)C=1C=NN2C1C(=CC(=C2)OC)C=2C=CC(=NC2)N2C[C@@H]([C@H](CC2)NC(OC(C)(C)C)=O)O